(4R)-4-methylpyrrolidin-2-one C[C@@H]1CC(NC1)=O